N-(2,6-dioxopiperidin-3-yl)-2-oxo-2,3-dihydro-1H-benzo[d]imidazole-4-carboxamide O=C1NC(CCC1NC(=O)C1=CC=CC=2NC(NC21)=O)=O